N[C@H]1CS(C2=C(N(C1=O)CC1=CC=C(C=C1)C1=NC=C(C=C1)C(F)(F)F)C=C(C=C2)C=2OC(=NN2)C2(CCCCC2)N)(=O)=O (3R)-3-amino-7-[5-(1-aminocyclohexyl)-1,3,4-oxadiazol-2-yl]-1,1-dioxo-5-[[4-[5-(trifluoromethyl)-2-pyridinyl]phenyl]methyl]-2,3-dihydro-1λ6,5-benzothiazepine-4-One